CC1=NC(=CC(=N1)NC1=NC=C(C(=O)NC([2H])([2H])[2H])C(=C1)NC1=CC=CC=2C=3N(CCN(C21)C)C=NN3)C 6-((2,6-dimethylpyrimidin-4-yl)amino)-N-(methyl-d3)-4-((7-methyl-6,7-dihydro-5H-benzo[f][1,2,4]triazolo[4,3-d][1,4]diazepin-8-yl)amino)nicotinamide